Diethyl 2-(3-((tert-butyldimethylsilyl)oxy)propyl)malonate [Si](C)(C)(C(C)(C)C)OCCCC(C(=O)OCC)C(=O)OCC